Trimesamid C(C1=CC(C(=O)N)=CC(C(=O)N)=C1)(=O)N